BrC1=NC=CC(=C1NC(C1=NC(=CC=C1)OCC)=O)Cl N-(2-bromochloropyridin-3-yl)-6-ethoxypicolinamide